ClC1=CC=C(C=C1)[C@@H](C)OC=1C=NC=C(C1)C=1C=NN(C1)C1CCNCC1 (R)-3-(1-(4-chlorophenyl)ethoxy)-5-(1-(piperidin-4-yl)-1H-pyrazol-4-yl)pyridine